7-chloro-3-[(3R)-pyrrolidin-3-yl]-1H-indazole ClC=1C=CC=C2C(=NNC12)[C@H]1CNCC1